ClC=1C=C(C=C(C1)C=1C(=O)NC(C1)=O)C=1C(=O)NC(C1)=O (5-chloro-1,3-phenylene)bismaleimide